(3S)-3-(3-cyano-5-fluoro-4-methyl-phenyl)isoxazolidine-2-carboxylic acid tert-butyl ester C(C)(C)(C)OC(=O)N1OCC[C@H]1C1=CC(=C(C(=C1)F)C)C#N